ClC=1C=C(C=C(C1F)Cl)C1(CC(=NO1)N1CC2=C(C1)C=C(S2)C(=O)OC)C(F)(F)F methyl 5-(5-(3,5-dichloro-4-fluorophenyl)-5-(trifluoromethyl)-4,5-dihydroisoxazol-3-yl)-5,6-dihydro-4H-thieno[2,3-c]pyrrole-2-carboxylate